tert-butyl 4-[3-[1-[1-[(4-methoxyphenyl)methyl]-2,6-dioxo-3-piperidyl]-3-methyl-2-oxo-benzimidazol-4-yl]oxycyclobutyl]piperazine-1-carboxylate COC1=CC=C(C=C1)CN1C(C(CCC1=O)N1C(N(C2=C1C=CC=C2OC2CC(C2)N2CCN(CC2)C(=O)OC(C)(C)C)C)=O)=O